FCCCCCN1C=CC2=CC=CC=C12 1-(5-fluoropentyl)-1H-indol